C(C)(C)(C)OC(=O)NCC(=O)O 2-[[(tert-butoxy)carbonyl]amino]acetic acid